dodecylbenzenesulfonic acid potassium salt [K+].C(CCCCCCCCCCC)C1=C(C=CC=C1)S(=O)(=O)[O-]